(6-(2-hydroxy-propan-2-yl)-2-((1r,4r)-4-(piperazin-1-yl)cyclohexyl)-2H-indazol-5-yl)-6-(trifluoromethyl)pyridinecarboxamide OC(C)(C)C=1C(=CC2=CN(N=C2C1)C1CCC(CC1)N1CCNCC1)C=1C(=NC(=CC1)C(F)(F)F)C(=O)N